C1(CC1)C1=C(C(=CC(=C1)OC(F)F)C(C)C)NC(=O)N=[S@](=O)(N)C1=CN=C(S1)C(C)(C)O (R)-N'-(2-cyclopropyl-4-(difluoromethoxy)-6-isopropylphenyl-carbamoyl)-2-(2-hydroxypropan-2-yl)thiazole-5-sulfonimidamide